O[C@]1(C[C@@H]2[C@@]([C@H]3CC[C@]4([C@H]([C@@H]3CC2)CCCC[C@@H]4C(CN4N=CC(=C4)C#N)=O)C)(CCC1)C)C 1-(2-((1S,5aS,5bR,7aR,9R,12aS,12bS,14aS)-9-hydroxy-9,12a,14a-trimethylicosahydrodicyclohepta[a,f]naphthalen-1-yl)-2-oxoethyl)-1H-pyrazole-4-carbonitrile